N1CCC2(CC1)[C@@H](C=1C(=NC=CC1)C2)N[S@](=O)C(C)(C)C (R)-N-((S)-5,7-dihydrospiro[cyclopenta[b]pyridin-6,4'-piperidin]-5-yl)-2-methylpropane-2-sulfinamide